N(=[N+]=[N-])[C@@H](CNC(C=1C=CC2=C(N=C(O2)[C@H](C2CCC(CC2)(F)F)NC(OC(C)(C)C)=O)C1F)C1CC1)C(F)(F)F Tert-butyl ((1S)-(5-((((S)-2-azido-3,3,3-trifluoropropyl)amino)(cyclopropyl)-methyl)-4-fluorobenzo[d]oxazol-2-yl)(4,4-difluorocyclohexyl)methyl)carbamate